C12C(CC(C(C1)CO)C2)CO norbornane-2,5-dimethanol